NC1=C(C2=C(S1)C(=CC=C2C2=C(C=C1C(=NC(=NC1=C2F)OC[C@]21CCCN1C[C@@H](C2)F)N2C[C@H](CCCC2)O)Cl)F)C#N 2-Amino-4-(6-chloro-8-fluoro-2-(((2R,7aS)-2-fluorotetrahydro-1H-pyrrolizin-7a(5H)-yl)methoxy)-4-((S)-3-hydroxyazepan-1-yl)quinazolin-7-yl)-7-fluorobenzo[b]thiophene-3-carbonitrile